1-(2-hydroxy-3-isopropylphenyl)ethan-1-one OC1=C(C=CC=C1C(C)C)C(C)=O